5-(1-hydroxy-2-isopropylaminobutyl)-8-hydroxyquinolone hydrochloride hemihydrate O.Cl.OC(C(CC)NC(C)C)C1=C2C=CC(NC2=C(C=C1)O)=O.OC(C(CC)NC(C)C)C1=C2C=CC(NC2=C(C=C1)O)=O.Cl